1-(pyridin-3-yl)piperazine N1=CC(=CC=C1)N1CCNCC1